tert-butyl (exo)-3-(methylamino)-8-azabicyclo[3.2.1]octane-8-carboxylate CNC1CC2CCC(C1)N2C(=O)OC(C)(C)C